1-((7-(6-chloro-1-((3S,5S)-5-(hydroxymethyl)-5-methylpyrrolidin-3-yl)-1,2,3,4-tetrahydroquinolin-8-yl)thieno[3,2-b]pyridin-2-yl)methyl)pyrrolidine-2,5-dione, formic acid salt C(=O)O.ClC=1C=C2CCCN(C2=C(C1)C1=C2C(=NC=C1)C=C(S2)CN2C(CCC2=O)=O)[C@@H]2CN[C@](C2)(C)CO